CN(CC(COCCCCCCCC\C=C/C\C=C/CCCCC)OC(CCC)O[C@@H]1CC2=CC[C@H]3[C@@H]4CC[C@H]([C@@H](CCCC(C)C)C)[C@]4(CC[C@@H]3[C@]2(CC1)C)C)C 3-dimethylamino-2-(cholest-5-en-3β-oxybutan-4-oxy)-1-(cis,cis-9,12-octadecadieneoxy)propane